1-(4-(Difluoromethoxy)-3-fluorophenyl)ethanone FC(OC1=C(C=C(C=C1)C(C)=O)F)F